4-isopropylamino-1-n-butanol C(C)(C)NCCCCO